2,6-naphthyridine C1=NC=CC2=CN=CC=C12